ethyl (diethoxyphosphoryl)butyrate C(C)OP(=O)(OCC)C(C(=O)OCC)CC